ClC1=CC(=C(C=C1)N[C@H]1[C@@H](CNCC1)C)F (3r,4r)-N-(4-chloro-2-fluoro-phenyl)-3-methyl-piperidin-4-amine